CC=1C=CC(=C(C(=O)Cl)C1)N1N=CC=N1 5-methyl-2-(2H-1,2,3-triazole-2-yl)benzoyl chloride